FC1=C(C(=CC=C1)F)S(=O)(=O)NC=1C(=NC=C(C1)C=1C=CC=2N=CN=C(C2N1)N1CCN(CC1)C(C(=C)F)=O)OC 2,6-difluoro-N-(5-(4-(4-(2-fluoroacryloyl)piperazin-1-yl)pyrido[3,2-d]pyrimidin-6-yl)-2-methoxypyridin-3-yl)benzenesulfonamide